(E)-N-(4-(1-(6-(4-(5-(2-(2,6-dioxopiperidin-3-yl)-3-oxoisoindolin-4-yl)pent-4-yn-1-yl)piperazin-1-yl)nicotinoyl)piperidin-4-yl)butyl)-3-(pyridin-3-yl)acrylamide O=C1NC(CCC1N1CC2=CC=CC(=C2C1=O)C#CCCCN1CCN(CC1)C1=NC=C(C(=O)N2CCC(CC2)CCCCNC(\C=C\C=2C=NC=CC2)=O)C=C1)=O